3-[[(1R)-1-[2-(3,4-Difluorophenyl)-3,6-dimethyl-4-oxo-chromen-8-yl]ethyl]amino]-6-(trifluoromethyl)pyridine-2-carboxylic acid FC=1C=C(C=CC1F)C=1OC2=C(C=C(C=C2C(C1C)=O)C)[C@@H](C)NC=1C(=NC(=CC1)C(F)(F)F)C(=O)O